methyl 2-chloro-6-[4-(2-morpholinoethoxy)-2-nitro-anilino]pyridine-3-carboxylate ClC1=NC(=CC=C1C(=O)OC)NC1=C(C=C(C=C1)OCCN1CCOCC1)[N+](=O)[O-]